[O-2].[Cr+3].[Mo+4].[Ni+2] nickel-molybdenum-chromium oxide